ON1C(C(=C(C2=CC=CC=C12)O)C(=O)NCC(=O)OCC)=O ethyl (1,4-dihydroxy-2-oxo-1,2-dihydroquinoline-3-carbonyl)glycinate